BrC=1C=C2C(N(C(C2=CC1)=O)N1C(NC(CC1)=O)=O)=O 5-Bromo-2-(2,4-dioxotetrahydropyrimidin-1(2H)-yl)isoindoline-1,3-dione